2-(2-methyl-5-((R or S)-1-(((R)-phenyl((R)-1,2,3,4-tetrahydropyrido[2,3-b]pyrazin-3-yl)methyl)amino)propan-2-yl)phenyl)acetic acid CC1=C(C=C(C=C1)[C@H](CN[C@@H]([C@H]1CNC2=C(N1)N=CC=C2)C2=CC=CC=C2)C)CC(=O)O |o1:7|